6-[3-(2,3-dichloro-6-fluorophenyl)-3-pyrrolidinylamino]-1-methyl-3,3-dimethyl-2-indolinone ClC1=C(C(=CC=C1Cl)F)C1(CNCC1)NC1=CC=C2C(C(N(C2=C1)C)=O)(C)C